The molecule is a polyprenyl phospho oligosaccharide consisting of undecaprenyl diphosphate and 2,3-diacetamido-2,3-dideoxy-beta-D-mannosyl-(1->3)-N-acetyl-D-fucosamine components connected by a glycosyl diphosphate linkage. C[C@@H]1[C@@H]([C@@H]([C@H](C(O1)OP(=O)(O)OP(=O)(O)OC/C=C(/C)\\CC/C=C(/C)\\CC/C=C(/C)\\CC/C=C(/C)\\CC/C=C(/C)\\CC/C=C(/C)\\CC/C=C(/C)\\CC/C=C(/C)\\CC/C=C(\\C)/CC/C=C(\\C)/CCC=C(C)C)NC(=O)C)O[C@H]2[C@H]([C@H]([C@@H]([C@H](O2)C(=O)O)O)NC(=O)C)NC(=O)C)O